2-(4-(2-((1-(3-Cyano-4-(4-cyano-3-fluorophenyl)-5-(3-hydroxy-4-methoxyphenyl)pyridin-2-yl)piperidin-4-yl)amino)ethyl)phenyl)-N-hydroxyacetamide formate C(=O)O.C(#N)C=1C(=NC=C(C1C1=CC(=C(C=C1)C#N)F)C1=CC(=C(C=C1)OC)O)N1CCC(CC1)NCCC1=CC=C(C=C1)CC(=O)NO